4-hydroxyphenyl-methyl-(2-methylbenzyl)sulfonium OC1=CC=C(C=C1)[S+](CC1=C(C=CC=C1)C)C